2-[4-(4-Cyclobutoxypyrimidin-2-yl)-2,6-difluoro-phenoxymethyl]-cyclopropan C1(CCC1)OC1=NC(=NC=C1)C1=CC(=C(OCC2CC2)C(=C1)F)F